The molecule is a member of the class of benzotriazines that is 1,2-dihydro-1,2,4-benzotriazine bearing a dimethylamino substitutent at position 3 and a methyl substituent at position 7 and in which the nitrogens at positions 1 and 2 are both acylated by a carboxy group of propylmalonic acid. It has a role as a uricosuric drug and a non-steroidal anti-inflammatory drug. It derives from a hydride of a 1,2,4-benzotriazine. CCCC1C(=O)N2C3=C(C=CC(=C3)C)N=C(N2C1=O)N(C)C